2-(methyl-2-pyridylamino)acetic acid hydrochloride Cl.CN(CC(=O)O)C1=NC=CC=C1